NC1CCC(CC1)CC(=O)N1C2(CC=3C1=CNC(C3)=O)C(NC(CC2)=O)=O (2-((1r,4r)-4-Aminocyclohexyl)acetyl)-1',6'-dihydrospiro[piperidine-3,2'-pyrrolo[2,3-c]pyridine]-2,5',6(3'H)-trione